C(C)N(CCCC(=O)OCC(C)C)C(=O)OCC(C)C isobutyl 4-(ethyl(isobutoxycarbonyl)amino)butanoate